O1C(C1)COC=1C=C(C=O)C=CC1OCC1OC1 3,4-bis(2-oxiranylmethoxy)benzaldehyde